6-Amino-5-bromoquinoxaline NC=1C(=C2N=CC=NC2=CC1)Br